C(C)N(C=1C=CC=2CC3=CC(=C(C=C3C2C1)Cl)NCCCCl)CC 3-diethylamino-6-chloro-7-(γ-chloropropyl)aminofluoren